C(#N)CC1(CC1)N(C(OC(C)(C)C)=O)CC(=O)C1=CC(=CC=C1)OC(F)F tert-butyl (1-(cyanomethyl)cyclopropyl)(2-(3-(difluoromethoxy)phenyl)-2-oxoethyl)carbamate